FC(C1=CC(=NC(=N1)C1=NC=CC=C1)NC)(C1=CC=CC=C1)F 6-(Difluoro(phenyl)methyl)-N-methyl-2-(pyridin-2-yl)pyrimidin-4-amine